C(CCC)NC1=CC=C(C2=CC=CC=C12)O 4-butylamino-naphthol